2-(4-((1-(4-tert-butylphenyl)-5-oxo-1,5-dihydro-4H-1,2,4-triazol-4-yl)methyl)-2,6-dimethylphenoxy)-2-methylpropanoic acid C(C)(C)(C)C1=CC=C(C=C1)N1N=CN(C1=O)CC1=CC(=C(OC(C(=O)O)(C)C)C(=C1)C)C